CC1CC2CC3CCCCC3C2CC1C 2,3-dimethylperhydrofluorene